FC(S(=O)(=O)N[C@@H]1[C@@H](N(CC12CC2)C(=O)[C@@H]2OCC2)CC=2C(=C(C=CC2)C2=CC=CC=C2)F)F 1,1-difluoro-N-((6s,7s)-6-((2-fluoro-[1,1'-biphenyl]-3-yl)methyl)-5-((R)-oxetan-2-carbonyl)-5-azaspiro[2.4]heptane-7-yl)methanesulfonamide